ClC=1C(=C(C=CC1)NC1=NC=NC2=CC=C(C=C12)C1CN(CCC1)C(=O)OC(C)(C)C)F tert-Butyl 3-(4-((3-chloro-2-fluorophenyl)amino)quinazolin-6-yl)piperidine-1-carboxylate